NCC(=O)N1C(C=2N(CC1)C(=C(N2)C2=C(C(=C(C=C2)F)F)F)NC2=CC=C(C=C2)F)(C)C 2-amino-1-(3-((4-fluorophenyl)amino)-8,8-dimethyl-2-(2,3,4-trifluorophenyl)-5,6-dihydroimidazo[1,2-a]pyrazin-7(8H)-yl)ethan-1-one